ClC=1C=CC(=NC1)C1=CN=CO1 5-(5-Chloropyridin-2-yl)oxazole